C1(CC1)C1=NC=NC(=C1C1=NC=C(C(=N1)OCC1=CC=C(C=C1)C=1N(C=C(N1)C(F)(F)F)CCOC)C)OC 4'-cyclopropyl-6'-methoxy-4-((4-(1-(2-methoxyethyl)-4-(trifluoromethyl)-1H-imidazol-2-yl)benzyl)oxy)-5-methyl-2,5'-bipyrimidine